C(C)(C)(C)OC(=O)N(CC(=O)N([C@@H](C(C)C)C(=O)OC)C)C methyl N-(N-(tert-butoxycarbonyl)-N-methylglycyl)-N-methyl-L-valinate